CN([C@H]1C[C@H](C1)NC(C1=CC=C(C=C1)C=1C=C2C=CC=NC2=C(C1)O)=O)C N-(cis-3-(dimethylamino)cyclobutyl)-4-(8-hydroxyquinolin-6-yl)benzamide